N1(N=CN=C1)C1=CC=C(C=N1)C=O 6-(1H-1,2,4-triazol-1-yl)pyridine-3-carbaldehyde